IC=1C=C(C=CC1)C1=NOC(=N1)CC 3-(3-iodophenyl)-5-ethyl-1,2,4-oxadiazole